N-(6-(1-(methyl-d3)-1H-pyrazol-4-yl)isoquinolin-3-yl)-2-(piperidin-1-yl)acetamide C(N1N=CC(=C1)C=1C=C2C=C(N=CC2=CC1)NC(CN1CCCCC1)=O)([2H])([2H])[2H]